6-(4-((2-oxa-6-azaspiro[3.3]heptan-6-yl)methyl)benzyl)-2-amino-4-(butylamino)pyrido[4,3-d]pyrimidin-5(6H)-one C1OCC12CN(C2)CC2=CC=C(CN1C(C3=C(N=C(N=C3NCCCC)N)C=C1)=O)C=C2